4-(TRIFLUORoMETHOXY)-PHENYLISOCYANIDE FC(OC1=CC=C(C=C1)[N+]#[C-])(F)F